3-nitrobenzenesulfonic acid (S)-oxiran-2-ylmethyl ester O1[C@@H](C1)COS(=O)(=O)C1=CC(=CC=C1)[N+](=O)[O-]